C(C)(C)(C)OC(=O)N1C[C@@H](N(C[C@H]1C)C1=C(C(N(C2=NC(=C(C=C12)F)Cl)C=1C(=NC=CC1C)C(C)C)=O)N)C(=O)OC methyl (3R,6R)-1-N-tert-butoxycarbonyl-4-(3-amino-7-chloro-6-fluoro-1-(2-isopropyl-4-methylpyridin-3-yl)-2-oxo-1,2-dihydro-1,8-naphthyridin-4-yl)-6-methylpiperazine-3-carboxylate